C1(CC1)C1(CC1)C(=O)N1CCOC2=C(C1)C=NC=C2C#N 4-(1-cyclopropylcyclopropanecarbonyl)-3,5-dihydro-2H-pyrido[3,4-f][1,4]oxazepine-9-carbonitrile